COC=1C=CC=2N(C=3C=CC(=CC3C2N1)C(=O)NC)C1=CC=C(C=C1)C(F)(F)F 2-methoxy-N-methyl-5-[4-(trifluoromethyl)phenyl]-5H-pyrido[3,2-b]indole-8-carboxamide